Cl\C(=C/[C@@H]1C([C@@H]1C(=O)OCC1=C(C(=CC(=C1F)F)F)C)(C)C)\C(F)(F)F 2-methyl-3,5,6-trifluorobenzyl (1RS)-cis-3-[(Z)-2-chloro-3,3,3-trifluoro-1-propenyl]-2,2-dimethylcyclopropanecarboxylate